6-(2,6-difluorophenyl)-4-((5-(methylsulfonyl)pyridin-2-yl)amino)pyridazine FC1=C(C(=CC=C1)F)C1=CC(=CN=N1)NC1=NC=C(C=C1)S(=O)(=O)C